The molecule is a member of the class of cyclopentanones that is (4Z)-7-(3-oxocyclopentyl)hept-4-enoic acid in which the cyclopentenone ring is substituted at positions 2 and 5 by morpholin-4-yl and (1,1'-biphenyl-4-yl)methoxy groups respectively. It is a member of morpholines, a member of cyclopentanones, a member of biphenyls, an ether, an oxo monocarboxylic acid and an olefinic compound. C1COCCN1C2C(C(CC2=O)OCC3=CC=C(C=C3)C4=CC=CC=C4)CC/C=C\\CCC(=O)O